(1R,5S)-8-phenethyl-8-azabicyclo[3.2.1]octane C(CC1=CC=CC=C1)N1[C@@H]2CCC[C@H]1CC2